BrC1=CC(=NC=C1)NC(=O)C1CC(C1)N1CCSCC1 N-(4-bromopyridin-2-yl)-3-(thiomorpholin-4-yl)cyclobutane-1-carboxamide